3-[2-(2,3-dihydro-1,4-benzodioxin-6-yl)cyclopropyl]-1-methyl-1-[(3R)-1-(pyridazin-3-yl)piperidin-3-yl]urea O1CCOC2=C1C=CC(=C2)C2C(C2)NC(N([C@H]2CN(CCC2)C=2N=NC=CC2)C)=O